N-([2,3'-bipyridin]-5-ylmethyl)-2-(1H-indazol-5-yl)-9-isopropyl-9H-purin-6-amine N1=C(C=CC(=C1)CNC1=C2N=CN(C2=NC(=N1)C=1C=C2C=NNC2=CC1)C(C)C)C=1C=NC=CC1